2-chloro-7H-pyrrolo[2,3-D]pyrimidine-5-carbonitrile ClC=1N=CC2=C(N1)NC=C2C#N